OCCN1CCOCC1 (2-hydroxyethyl)-morpholine